6-(5-(5-fluoro-phenyl)-3-methyl-1H-pyrazol-1-yl)-2-azaspiro[3.3]heptane FC=1C=CC=C(C1)C1=CC(=NN1C1CC2(CNC2)C1)C